1-({3-[bis(2-hydroxytetradecyl)amino]-2-ethoxypropyl}[2-(4-{3-[bis(2-hydroxytetradecyl)amino]-2-ethoxypropyl}piperazin-1-yl)ethyl]amino)tetradecan-2-ol OC(CN(CC(CN(CC(CCCCCCCCCCCC)O)CCN1CCN(CC1)CC(CN(CC(CCCCCCCCCCCC)O)CC(CCCCCCCCCCCC)O)OCC)OCC)CC(CCCCCCCCCCCC)O)CCCCCCCCCCCC